3,3'-Diaminobenzidine NC=1C=C(C=CC1N)C1=CC(=C(N)C=C1)N